(6-methyl)benzothiazole CC1=CC2=C(N=CS2)C=C1